C(C)(=O)C1=NN(C2=C(C=C(C=C12)C=1C=NC(=NC1)C)C)CC(=O)N1[C@@H]2C[C@@]2(C[C@H]1C(=O)NC=1C(N(C=CC1)C1=NC=CC=C1)=O)C (1R,3S,5R)-2-(2-(3-acetyl-7-methyl-5-(2-methylpyrimidin-5-yl)-1H-indazol-1-yl)acetyl)-5-methyl-N-(2-oxo-2H-[1,2'-bipyridin]-3-yl)-2-azabicyclo[3.1.0]hexane-3-carboxamide